5-chloro-1'-(2-{[2-oxo-1-(propan-2-yl)-1,2,3,4-tetrahydroquinolin-6-yl]oxy}ethyl)-1,2-dihydrospiro[indole-3,4'-piperidin]-2-one ClC=1C=C2C(=CC1)NC(C21CCN(CC1)CCOC=1C=C2CCC(N(C2=CC1)C(C)C)=O)=O